C(C)C(CCOC(C(C(=O)OCCC(=C)CC)(CCC)CC=C)=O)=C 2-allyl-2-propyl-malonic acid bis(3-ethyl-3-butenyl) ester